ONC(=O)C1=CC2=C(CN(CCO2)C(=O)C2CC23CCN(CC3)C(=O)OC(C)(C)C)C=C1 tert-Butyl 1-(8-(hydroxycarbamoyl)-2,3,4,5-tetrahydrobenzo[f][1,4]oxazepine-4-carbonyl)-6-azaspiro[2.5]octane-6-carboxylate